C1=NC(=CC2=CC=C(C=C12)N)N isoquinoline-3,7-diamine